tert-butyl 3-{3-[2-(methoxymethoxy)-6-methyl-4-(trifluoromethyl)phenyl]cinnolin-8-yl}piperidine-1-carboxylate COCOC1=C(C(=CC(=C1)C(F)(F)F)C)C=1N=NC2=C(C=CC=C2C1)C1CN(CCC1)C(=O)OC(C)(C)C